C(C[C@H]1CC[C@H]2[C@@H]3CCC4CCCC[C@]4(C)[C@H]3CC[C@]12C)(O)O pregnane-diol